COC=1C=C(C=CC1)C1OC2=C(C1)C=CC(=C2)N 2-(3-methoxyphenyl)-2,3-dihydro-1-benzofuran-6-amine